(S)-6-(1-(3-formylbiphenyl-4-yl)pyrrolidin-3-yloxy)nicotinamide C(=O)C=1C=C(C=CC1N1C[C@H](CC1)OC1=NC=C(C(=O)N)C=C1)C1=CC=CC=C1